C1(CC1)NC(O[C@H]1C[C@H](CC1)C1=CC(=NN1)NC(COC1=C(C(=CC=C1)OCC1=CC=CC=C1)C=O)=O)=O (1R,3S)-3-(3-(2-(3-(benzyloxy)-2-formylphenoxy)acetamido)-1H-pyrazol-5-yl)cyclopentyl cyclopropylcarbamate